FC=1C(=C(NC2=CNC3=C2C(NCC3)=O)C=CC1)OC 3-(3-fluoro-2-methoxyanilino)-1,5,6,7-tetrahydro-4H-pyrrolo[3,2-c]pyridin-4-one